1H-pyrimido[5,4-b][1,4]benzothiazin-2(3H)-one N1C(NC=C2SC3=C(N=C21)C=CC=C3)=O